2-Chloro-N-{2-[4-(difluoromethyl)-1,3-thiazol-5-yl]-2-(4-{[1,2,4]triazolo[4,3-a]pyrazin-5-yloxy}piperidin-1-yl)ethyl}-6-fluorobenzamide ClC1=C(C(=O)NCC(N2CCC(CC2)OC2=CN=CC=3N2C=NN3)C3=C(N=CS3)C(F)F)C(=CC=C1)F